OC1=C(C=O)C(=CC=C1)OCC=1C(=NC=CC1)C=1N(N=CC1)C(C)C 2-hydroxy-6-[[2-(2-prop-2-ylpyrazol-3-yl)pyridin-3-yl]methoxy]benzaldehyde